N1C=C(C=C1)C(=O)N1CCC(CC1)NC(=O)NC1=CC=C(C=C1)C(F)(F)F 1-(1-(1H-pyrrole-3-carbonyl)piperidin-4-yl)-3-(4-(trifluoromethyl)phenyl)urea